COC(=O)C1CCC=2N1C(C=CN2)=O 4,6,7,8-tetrahydro-4-oxopyrrolo[1,2-A]pyrimidine-6-carboxylic acid methyl ester